BrC1=CC=C(C=N1)C1=C2C=CC=CC2=C(C2=CC=CC=C12)C=1C=CC=2N(C3=CC=CC=C3C2C1)C1=CC=CC=C1 3-(10-(6-bromopyridin-3-yl)anthracen-9-yl)-9-phenyl-9H-carbazole